bis(diglycidyl-amino)benzophenone C(C1CO1)N(CC1CO1)C=1C(=C(C(=O)C2=CC=CC=C2)C=CC1)N(CC1CO1)CC1CO1